C(C)(C)(C)OC(=O)N1C(C(=CCC1)C1CC1)C(=O)O 1-(tert-butoxycarbonyl)-3-cyclopropyl-1,2,5,6-tetrahydropyridine-2-carboxylic acid